3-bromo-1-cyclopropyl-4-methoxy-1H-pyrazolo[3,4-d]pyridazine BrC1=NN(C2=CN=NC(=C21)OC)C2CC2